NC1=NC(=C2N=CN(C2=N1)[C@H]1C[C@@H]([C@H](O1)CC1=C(C=CC=C1)OP(O)(O)=O)O)S ((2r,3s,5r)-5-(2-amino-6-mercapto-9H-purin-9-yl)-3-hydroxytetrahydrofuran-2-yl)methylphenyl-phosphoric acid